methyltris(methoxy)silane C[Si](OC)(OC)OC